8-fluoro-6-(6-fluoro-4-methoxy-2-((1-(oxetan-3-yl)piperidin-4-yl)amino)pyrrolo[2,1-f][1,2,4]triazin-5-yl)-N-methylimidazo[1,2-a]pyridine-3-carboxamide FC=1C=2N(C=C(C1)C=1C(=CN3N=C(N=C(C31)OC)NC3CCN(CC3)C3COC3)F)C(=CN2)C(=O)NC